(S)-1-((4-chloro-6-(5,7-difluoroquinolin-4-yl)pyridin-3-yl)oxy)-2,4-dimethylpentan-2-amine ClC1=C(C=NC(=C1)C1=CC=NC2=CC(=CC(=C12)F)F)OC[C@](CC(C)C)(N)C